7-bromo-5-chloro-2-(1-cyclobutyl-1H-pyrazol-4-yl)[1,2,4]triazolo[1,5-c]quinazoline BrC1=CC=CC=2C=3N(C(=NC12)Cl)N=C(N3)C=3C=NN(C3)C3CCC3